(S)-1-(3-((6-(4-hydroxyphenyl)-1H-indazol-4-yl)oxy)pyrrolidin-1-yl)prop-2-yn-1-one OC1=CC=C(C=C1)C1=CC(=C2C=NNC2=C1)O[C@@H]1CN(CC1)C(C#C)=O